methyl 2-(3-cyano-2-hydroxyphenyl)acetate C(#N)C=1C(=C(C=CC1)CC(=O)OC)O